O=C1NC(CCC1C1=NN(C2=C(C=CC=C12)N1CCC(CC1)C(=O)N1CCN(CC1)C(=O)OC(C)(C)C)C)=O tert-butyl 4-(1-(3-(2,6-dioxopiperidin-3-yl)-1-methyl-1H-indazol-7-yl)piperidine-4-carbonyl)piperazine-1-carboxylate